3-(dimethylamino)propyl-triethoxysilane CN(CCC[Si](OCC)(OCC)OCC)C